3-((6,6-bis(octyloxy)hexanoyl)oxy)-2-(hydroxymethyl)propyl (9Z,12Z)-octadeca-9,12-dienoate C(CCCCCCC\C=C/C\C=C/CCCCC)(=O)OCC(COC(CCCCC(OCCCCCCCC)OCCCCCCCC)=O)CO